copper laurate salt C(CCCCCCCCCCC)(=O)[O-].[Cu+2].C(CCCCCCCCCCC)(=O)[O-]